ClC=1C(=CC(=C(C1)NC(CN1C=2N(C(C(=C1CC)N1CCN(CC1)C(=O)OC(C)(C)C)=O)N=C(N2)N2CCOCC2)=O)C)C(F)(F)F tert-butyl 4-(4-(2-((5-chloro-2-methyl-4-(trifluoromethyl)phenyl)amino)-2-oxoethyl)-5-ethyl-2-morpholino-7-oxo-4,7-dihydro-[1,2,4]triazolo[1,5-a]pyrimidin-6-yl)piperazine-1-carboxylate